NC1=C(C(=NC=2N1N=C(C2CC)C)NCCC2=NN(C=C2)CCCOC)C#N 7-amino-3-ethyl-5-((2-(1-(3-methoxypropyl)-1H-pyrazol-3-yl)ethyl)amino)-2-methylpyrazolo[1,5-a]pyrimidine-6-carbonitrile